5-Amino-3-[4-(1-[[3-(3,3-dimethylcyclobutyl)-1,2-oxazol-5-yl]carbamoyl]ethyl)phenyl]-1-(1-methylcyclopropyl)pyrazole-4-carboxamide NC1=C(C(=NN1C1(CC1)C)C1=CC=C(C=C1)C(C)C(NC1=CC(=NO1)C1CC(C1)(C)C)=O)C(=O)N